OCCNC(CCC\C=C/C\C=C/C\C=C/C\C=C/CCCCC)=O (5z,8z,11z,14z)-N-(2-hydroxyethyl)eicosa-5,8,11,14-tetraenamide